N-(4-(Aminomethyl)phenyl)-3-(dimethylamino)azetidine-1-carboxamide hydrochloride Cl.NCC1=CC=C(C=C1)NC(=O)N1CC(C1)N(C)C